C(=O)(O)CCC=1SC=CC1 carboxyethylthiophene